ClC=1C=C2C(C(C(N(C2=NC1Cl)C=1C(=NC=CC1C)C(C)C)=O)[N+](=O)[O-])=O 6,7-dichloro-1-(2-isopropyl-4-Methylpyridin-3-yl)-3-nitro-1,8-naphthyridine-2,4(1H,3H)-dione